(5-fluoro-4-methylpyridin-3-yl)boronic acid FC=1C(=C(C=NC1)B(O)O)C